C1(=CC=CC=C1)CCCOC(C(=C)C)=O.BrC=1C=NC2=CC=C(C=C2C1)CCBr 3-bromo-6-(2-bromoethyl)quinoline 3-phenylpropyl-methacrylate